2-(2,2-difluorovinyl)-4,4,5,5-tetramethyl-1,3,2-dioxaborolane FC(=CB1OC(C(O1)(C)C)(C)C)F